(2'-azido-2',2'-difluoroacetamido)-3,4,6-tri-O-acetyl-D-galactose N(=[N+]=[N-])C(C(=O)NC(=O)[C@H](O)[C@@H](OC(C)=O)[C@@H](OC(C)=O)[C@H](O)COC(C)=O)(F)F